CN(C)CCOC(C=C)=O.C(C(=C)C)(=O)O methacrylic acid dimethylaminoethyl-acrylate